[Pt](Cl)Cl.N1=C(C=CC=C1)C1=CC(=CC=C1)C1=NC=CC=C1 1,3-dipyridyl-benzene platinum chloride